CC(C)(C)C1=CC=C(C=C1)C(C=O)(C)C 4-(1,1-dimethylethyl)-alpha-methyl-phenylpropionaldehyde